methyl 9-methyl-11-oxo-10,11-dihydrodibenzo[b,f][1,4]thiazepine-8-carboxylate 5,5-dioxide CC1=C(C=CC=2S(C3=C(C(NC21)=O)C=CC=C3)(=O)=O)C(=O)OC